C(C)(C)C1=C(NC2=CC=C(C=C12)C1CCNCC1)C1=CC=2N(C(=C1)C)N=CN2 7-(3-isopropyl-5-(piperidin-4-yl)-1H-indol-2-yl)-5-methyl-[1,2,4]triazolo[1,5-a]pyridine